NCCCCNC1=CC=NC2=CC(=CC=C12)Cl N-(4-aminobutyl)-7-chloroquinolin-4-amine